2-(4-(4-(benzyloxy)phenyl)pyrimidin-2-yl)acetic acid C(C1=CC=CC=C1)OC1=CC=C(C=C1)C1=NC(=NC=C1)CC(=O)O